NC=1SC=2NC(C(=CC2N1)CC)=O 2-amino-6-ethylthiazolo[5,4-b]pyridin-5(4H)-one